CC1=CC=C(C=C1)S(=O)(=O)OC[C@H]1NC(CC1)=O [(2S)-5-oxopyrrolidin-2-yl]methyl 4-methylbenzenesulfonate